Benzyl (S)-2-amino-2-(2-nitrophenyl)propanoate N[C@@](C(=O)OCC1=CC=CC=C1)(C)C1=C(C=CC=C1)[N+](=O)[O-]